2-(4-ethoxy-naphthalen-1-yl)-4,6-bis-trichloromethyl-s-triazine C(C)OC1=CC=C(C2=CC=CC=C12)C1=NC(=NC(=N1)C(Cl)(Cl)Cl)C(Cl)(Cl)Cl